C(C=C)OC1=CC(=CC=2N(C(=NC21)CN2CCC(CC2)C2=CC=CC=1O[C@](OC12)(C)C1=NC=C(C=C1)Cl)C[C@H]1OCC1)C(=O)OC methyl 4-(allyloxy)-2-((4-((S)-2-(5-chloropyridin-2-yl)-2-methylbenzo[d][1,3]dioxol-4-yl)piperidin-1-yl)methyl)-1-(((S)-oxetan-2-yl)methyl)-1H-benzo[d]imidazole-6-carboxylate